[6-(6-Methylpyridin-2-yl)-5-{thieno[3,2-c]pyridin-2-yl}-1H,2H,3H-imidazo[1,2-a][1,3]diazol-2-yl]methanol CC1=CC=CC(=N1)C=1N=C2N(CC(N2)CO)C1C1=CC=2C=NC=CC2S1